(3R)-5-bromo-3,4-dihydro-1H-isoquinoline-2,3-dicarboxylic acid 2-tert-butyl 3-methyl ester COC(=O)[C@@H]1N(CC2=CC=CC(=C2C1)Br)C(=O)OC(C)(C)C